3-(3-isopropylphenyl)-butanal C(C)(C)C=1C=C(C=CC1)C(CC=O)C